CS(=O)(=O)C=1C=C(CNC2=NC(=NC=C2C(F)(F)F)NC2=CC=C(C=C2)N2CCN(CC2)CC2=CC(=NC=C2)N2C(NC(CC2)=O)=O)C=CC1 1-(4-((4-(4-((4-((3-(methylsulfonyl)benzyl)amino)-5-(trifluoromethyl)pyrimidin-2-yl)amino)phenyl)piperazin-1-yl)methyl)pyridin-2-yl)dihydropyrimidine-2,4(1H,3H)-dione